NC=1C=CC(=C(C1)N1C(N=C(C=C1)C=1C=NC=CC1)N)C N-(5-amino-2-methylphenyl)-4-(3-pyridyl)-2-aminopyrimidine